The molecule is a C18, polyunsaturated, epoxy fatty acid having double bonds at positions 9 and 11, and a (13S)-12,13-epoxy group. It is a polyunsaturated fatty acid, an epoxy fatty acid and a long-chain fatty acid. It derives from an octadeca-9,11-dienoic acid. CCCCC[C@H]1/C(=C/C=C/CCCCCCCC(=O)O)/O1